CC1=C(C2=C(C(N1)=O)CN(C2)C(CC2CN(C2)C=2C=NC=CC2)=O)C 6,7-dimethyl-2-{[1-(pyridin-3-yl)azetidin-3-yl]acetyl}-1,2,3,5-tetrahydro-4H-pyrrolo[3,4-c]pyridin-4-one